N1CCC(CC1)C=CC(=O)N1C(\C=C\CCC1)=O (E)-1-(3-(piperidin-4-yl)acryloyl)-6,7-dihydro-1H-azepin-2(5H)-one